C(C(C)C)N1C[C@@H](C2(CC2)CC1)OC=1C=C2CN(C(C2=CC1)=O)C1C(NC(CC1)=O)=O 3-(5-(((R)-6-isobutyl-6-azaspiro[2.5]oct-4-yl)oxy)-1-oxoisoindolin-2-yl)piperidine-2,6-dione